ClC=1N(N=C2C=CC(=CC12)C(=O)N(C)[C@@H]1COCC=2NC(C=3C=C(C(=CC3C21)F)F)=O)C(F)F (S)-3-chloro-N-(8,9-difluoro-6-oxo-1,4,5,6-tetrahydro-2H-pyrano[3,4-c]isoquinolin-1-yl)-2-(difluoromethyl)-N-methyl-2H-indazole-5-carboxamide